trans-methyl 4-[[5-[2-(2-amino-3-pyridyl)-5-phenyl-imidazo[4,5-b]pyridin-3-yl]pyridine-2-carbonyl]amino]cyclohexanecarboxylate NC1=NC=CC=C1C1=NC=2C(=NC(=CC2)C2=CC=CC=C2)N1C=1C=CC(=NC1)C(=O)N[C@@H]1CC[C@H](CC1)C(=O)OC